C(#N)C1=CC(=CC(=N1)NC1=CC=C2C=CN(C2=C1)C(=O)OC(C)(C)C)NC1=CC2=C(OC(C(O2)(F)F)(F)F)C=C1 tert-Butyl 6-((6-cyano-4-((2,2,3,3-tetrafluoro-2,3-dihydrobenzo[b][1,4]dioxin-6-yl)amino)pyridin-2-yl)amino)-1H-indole-1-carboxylate